CC=1N=C2N(C=C(C=C2C(C(F)(F)F)O)C(=O)OC)C1 methyl 2-methyl-8-(2,2,2-trifluoro-1-hydroxyethyl)imidazo[1,2-a]pyridine-6-carboxylate